Phytyl Monophosphate P(=O)(OC\C=C(/C)\CCC[C@H](C)CCC[C@H](C)CCCC(C)C)([O-])[O-]